C(C)(C)OC(NC12CCC(CC1)(CC2)C=2SC(=CN2)Br)=O N-[1-(5-bromothiazol-2-yl)-4-bicyclo[2.2.2]octanyl]carbamic acid isopropyl ester